O=C1N(C=2C(=NC=CC2)N1C=1C=C(C=CC1)NC(C=C)=O)C1=CC=C(C=C1)OC1=CC=CC=C1 N-(3-(2-oxo-1-(4-phenoxyphenyl)-1H-imidazo[4,5-b]pyridin-3(2H)-yl)phenyl)acrylamide